CC1=C(C(=CC(=C1)C)C)N1C(NC(=C1C)C)=S1C(C(C=C1)=C1N(C(=C(N1)C)C)C1=C(C=C(C=C1C)C)C)C=[Ru-2](Cl)Cl 1,3-bis(2,4,6-trimethylphenyl-4,5-dimethylimidazol-2-ylidene)(2-thienylmethyliden)ruthenium(II) dichloride